NC(C)C1OCCC1 2-(1-aminoethyl)oxolane